N-(2-(4-(Dimethylamino)piperidin-1-yl)-5-(3'-methyl-2'-oxo-2',3'-dihydrospiro[cyclobutane-1,1'-pyrrolo[2,3-c]quinolin]-8'-yl)pyridin-3-yl)-6-methylpyridine-3-sulfonamide hydrochloride Cl.CN(C1CCN(CC1)C1=NC=C(C=C1NS(=O)(=O)C=1C=NC(=CC1)C)C1=CC=2C3=C(C=NC2C=C1)N(C(C31CCC1)=O)C)C